BrC1=CC=C(C=C1)N1C[C@@H]2[C@H](C1)COC2 (3aR,6aS)-5-(4-bromophenyl)hexahydro-1H-furo[3,4-c]pyrrole